FC(CN1N=CC=2C1=NC(=CN2)N2CCC1(CCN(C1)C1=CC(=NC=C1F)C(F)(F)F)CC2)F 8-(1-(2,2-difluoroethyl)-1H-pyrazolo[3,4-b]pyrazin-6-yl)-2-(5-fluoro-2-(trifluoromethyl)pyridin-4-yl)-2,8-diazaspiro[4.5]decane